OC1=CC2=C(C=3O[C@@]4(CC[C@H](C([C@H]4CC13)(C)C)O)C)C(C=C(O2)C2=CC=C(C=C2)O)=O (7aR,9R,11aR)-6,9-dihydroxy-3-(4-hydroxyphenyl)-8,8,11a-trimethyl-7a,8,9,10,11,11a-hexahydro-1H,7H-pyrano[2,3-c]xanthen-1-one